N-(2,3-difluorophenyl)-2-oxo-4-[6-(trifluoromethyl)-3-pyridyl]pyrrolidine-3-carboxamide FC1=C(C=CC=C1F)NC(=O)C1C(NCC1C=1C=NC(=CC1)C(F)(F)F)=O